Cyclopenta[b]pyran-2,4(3H,5H)-dione O1C2=C(C(CC1=O)=O)CC=C2